5-(4-fluorobenzyl)-N-methyl-6-((2-(pyrrolidin-1-yl)ethyl)amino)nicotinamide FC1=CC=C(CC=2C(=NC=C(C(=O)NC)C2)NCCN2CCCC2)C=C1